C(C)(C)(C)OC(=O)C1CCN(CC1)C=1C=C2C(N(C(C2=CC1)=O)C1C(NC(CC1)=O)=O)=O.BrC1=C(C(=O)NC23CCC(CC2)(CC3)C(F)(F)F)C=C(C=C1)C#N 2-bromo-5-cyano-N-[4-(trifluoromethyl)-1-bicyclo[2.2.2]octyl]benzamide tert-butyl-1-[2-(2,6-dioxopiperidin-3-yl)-1,3-dioxoisoindol-5-yl]piperidine-4-carboxylate